NC=1C(=NC(=C(N1)F)C1=C(C(=C(C=C1)N1CCOCC1)CN1CCC1)F)C=1C=C2CCNC(C2=CC1)=O 6-(3-amino-6-(3-(azetidin-1-ylmethyl)-2-fluoro-4-morpholinophenyl)-5-fluoropyrazin-2-yl)-3,4-dihydroisoquinolin-1(2H)-one